N-Boc-4-iodophenylalanine C(=O)(OC(C)(C)C)N[C@@H](CC1=CC=C(C=C1)I)C(=O)O